COC=1C=C(C=CC1OC)N1N=C(C=C(C1=O)C(=O)C1C(C2CCC(C1=O)C2)=O)C 3-[2-(3,4-Dimethoxyphenyl)-6-methyl-3-oxo-pyridazine-4-carbonyl]bicyclo[3.2.1]octane-2,4-dione